4-((2-cyano-5H-dibenzo[b,f]azepin-5-yl)methyl)benzoic acid C(#N)C1=CC2=C(N(C3=C(C=C2)C=CC=C3)CC3=CC=C(C(=O)O)C=C3)C=C1